FC(C1=NN=C2N1C=C(N=C2)C=2C=NC(=CC2)O[C@H](CC)C(F)(F)F)(OC)F 3-[difluoro(methoxy)methyl]-6-[6-[(1R)-1-(trifluoromethyl)propoxy]-3-pyridyl]-[1,2,4]triazolo[4,3-a]pyrazine